O1C(COCC1)OCCOCCCC1=NC=CC(=C1)N1C2CN(CC1CC2)C(=O)OC(C)(C)C tert-butyl 8-(2-[3-[2-(dioxan-2-yloxy) ethoxy] propyl] pyridin-4-yl)-3,8-diazabicyclo[3.2.1]octane-3-carboxylate